1-methyl-2-oxo-1,2-dihydropyridin CN1C(C=CC=C1)=O